5-{3-[(tert-Butyldimethylsilyl)oxy]-1-(oxan-2-yloxy)propyl}-2,4-dichloro-1,3-thiazole [Si](C)(C)(C(C)(C)C)OCCC(OC1OCCCC1)C1=C(N=C(S1)Cl)Cl